methyl (cis)-4-(4-chloro-2-oxo-2,3-dihydro-1H-1,3-benzodiazol-1-yl)cyclohexane-1-carboxylate ClC1=CC=CC=2N(C(NC21)=O)[C@H]2CC[C@H](CC2)C(=O)OC